5-fluoro-1-((2R,3S,4R)-3-fluoro-5,5-bis(hydroxymethyl)-4-((4-methoxyphenyl)diphenylmethoxy)tetrahydrofuran-2-yl)pyrimidine-2,4(1H,3H)-dione FC=1C(NC(N(C1)[C@@H]1OC([C@H]([C@@H]1F)OC(C1=CC=CC=C1)(C1=CC=CC=C1)C1=CC=C(C=C1)OC)(CO)CO)=O)=O